NCC=1C=C(C=CC1)C1=CC2=C(OC=C2COC2=C(C=CC(=C2)C)CC(=O)O)C2=C1OC=C2 2-(2-((5-(3-(aminomethyl)phenyl)benzo[1,2-b:3,4-b']difuran-3-yl)methoxy)-4-methylphenyl)acetic acid